(Z)-5-methyl-2-phenylhex-2-enal CC(C\C=C(/C=O)\C1=CC=CC=C1)C